(S)-3-((2-(6,7-dichloro-1-methyl-2,3,4,5-tetrahydro-1H-pyrido[4,3-b]indole-2-carbonyl)pyrimidin-4-yl)oxy)propanenitrile ClC1=C(C=CC=2C3=C(NC12)CCN([C@H]3C)C(=O)C3=NC=CC(=N3)OCCC#N)Cl